C1(CCCCC1)NC1=C(C=C(C=C1)S(=O)(=O)NCCNC(OC(C)(C)C)=O)NCC1=CC=NC=C1 tert-butyl (2-((4-(cyclohexylamino)-3-((pyridin-4-ylmethyl)amino)phenyl)sulfonamido)ethyl)carbamate